[O-2].S[Al+2] sulfhydryl-aluminum oxide